4-(1-bromoethyl)-2-fluoro-1-nitrobenzene BrC(C)C1=CC(=C(C=C1)[N+](=O)[O-])F